4-({3-[(5-methylpyridin-2-yl)oxy]phenyl}methylidene)-N-[2-phenylcyclopropyl]piperidine-1-carboxamide 1-oxyl-2,2,6,6-tetramethylpiperidine-4-yl-acetate ON1C(CC(CC1(C)C)CC(=O)O)(C)C.CC=1C=CC(=NC1)OC=1C=C(C=CC1)C=C1CCN(CC1)C(=O)NC1C(C1)C1=CC=CC=C1